N-[(3S)-9-fluoro-2-oxo-5-phenyl-1,3-dihydro-1,4-benzodiazepin-3-yl]-2-phenyl-6,7-dihydro-5H-pyrazolo[5,1-b][1,3]oxazine-3-carboxamide FC1=CC=CC=2C(=N[C@@H](C(NC21)=O)NC(=O)C=2C(=NN1C2OCCC1)C1=CC=CC=C1)C1=CC=CC=C1